3-((1s,4s)-4-(difluoromethoxy)cyclohexyl)-1-methyl-N-(7-methyl-[1,2,4]triazolo[1,5-a]pyridin-6-yl)-1H-pyrazolo[4,3-d]pyrimidin-5-amine FC(OC1CCC(CC1)C1=NN(C2=C1N=C(N=C2)NC=2C(=CC=1N(C2)N=CN1)C)C)F